2,3,3-Trimethyl-1-(pent-4-yn-1-yl)-3H-indol-1-ium iodide [I-].CC1=[N+](C2=CC=CC=C2C1(C)C)CCCC#C